C1(=CC=CC=C1)CC(CC1=CC=CC=C1)(S)S 1,3-diphenylpropane-2,2-dithiol